BrC=1CCCC2=C(C1C1=C(C=C(C=C1F)OC(C)(C)C)F)C=CC(=C2)C(=O)OC methyl 8-bromo-9-(4-(tert-butoxy)-2,6-difluorophenyl)-6,7-dihydro-5H-benzo[7]annulene-3-carboxylate